oxetan-3-yl(4-(1-(4-bromobenzoyl)-5-(pyridin-2-yl)-4,5-dihydro-1H-pyrazol-3-yl)phenyl)carbamate O1CC(C1)OC(NC1=CC=C(C=C1)C1=NN(C(C1)C1=NC=CC=C1)C(C1=CC=C(C=C1)Br)=O)=O